2-diethylamino-ethylamine C(C)N(CCN)CC